N-[2'-[p-toluenesulfonyloxy]phenyl]urea CC1=CC=C(C=C1)S(=O)(=O)OC1=C(C=CC=C1)NC(=O)N